C(C)(C)C1=C(C=2CCC2C=C1)N 3-isopropylbicyclo[4.2.0]Oct-1(6),2,4-trien-2-amine